C(CCC)N(C(O)=O)[C@H]1CNCC1.C(C)(C)(C)N1C(NCC1)=O 1-(tert-butyl)imidazolidin-2-one butyl-(R)-pyrrolidin-3-ylcarbamate